C(=O)(OC(C)(C)C)N[C@@H](C(C)(C)C)C(=O)O N-Boct-leucine